ClC1=NC(=NC(=N1)SCCCCCCCCCCCCCCC)SCCCCO 4-((4-chloro-6-(pentadecylthio)-1,3,5-triazin-2-yl)thio)butanol